NC1=C2C(=NC=N1)N(N=C2I)[C@H]2CN(CC2)C(=O)OC(C)(C)C (R)-tert-Butyl 3-(4-amino-3-iodo-1H-pyrazolo[3,4-d]pyrimidin-1-yl)pyrrolidine-1-carboxylate